2-{2-[(diphenyl-4H-1,2,4-triazol-3-yl)sulfanyl]acetamido}-4,5,6,7-tetrahydro-1-benzothiophene-3-carboxamide C1(=CC=CC=C1)C=1N(C(=NN1)SCC(=O)NC=1SC2=C(C1C(=O)N)CCCC2)C2=CC=CC=C2